C(C)O[Si](CCCSSSSCCC[Si](OCC)(OCC)OCC)(OCC)OCC Bis(3-(triethoxysilyl) propyl) tetrasulfide